N[C@@H](COC1=C(C2=C(C(=N1)C)CC(C2)CNCCC2CN(C(O2)=O)C=2C=CC=1OCC(NC1N2)=O)C)CO 6-[5-[2-[[3-[(2R)-2-Amino-3-hydroxypropoxy]-1,4-dimethyl-6,7-dihydro-5H-cyclopenta[c]pyridin-6-yl]methylamino]ethyl]-2-oxo-1,3-oxazolidin-3-yl]-4H-pyrido[3,2-b][1,4]oxazin-3-one